1,2-epoxynonadecane C1C(CCCCCCCCCCCCCCCCC)O1